C1(CC1)C=1N=C(C(=NC1C)C(=O)N)NC1=CC(=CC=C1)CCNC(C(C)N(C(C=CCN(C)C)=O)C)=O 5-cyclopropyl-3-((3-(2-(2-(4-(dimethylamino)-N-methylbut-2-enamido)propanamido)ethyl)phenyl)amino)-6-methylpyrazine-2-carboxamide